CC1(NC(N([C@H]2[C@H](OC)[C@H](O)[C@@H](CO)O2)C=C1)=O)N 4,2'-O-di-methylcytidine